4-(((1-Methyl-6-(pyridin-3-yl)-1H-pyrazolo[3,4-d]pyrimidin-4-yl)amino)methyl)-benzenesulfonamide CN1N=CC=2C1=NC(=NC2NCC2=CC=C(C=C2)S(=O)(=O)N)C=2C=NC=CC2